C(CCCC)C(C(C(=O)OCC(CO)(CO)CO)(CCCCC)CCCCC)(CCC)CCCCC pentaerythritol tetrapentylcaproate